CC1=C(C=NC(=C1)N1N=CC=C1)B(O)O 4-METHYL-6-(1H-PYRAZOL-1-YL)PYRIDIN-3-YLBORONIC ACID